6-(3-(azetidin-1-yl)phenyl)-5,7-dimethyl-2-(5-methylpyridin-3-yl)-2,6-dihydro-1H-pyrrolo[3,4-d]pyridazin-1-one N1(CCC1)C=1C=C(C=CC1)N1C(=C2C(N(N=CC2=C1C)C=1C=NC=C(C1)C)=O)C